(S)-1-(6-((2-amino-3-chloropyridin-4-yl)thio)pyridazin-3-yl)-4'H,6'H-spiro[piperidine-4,5'-pyrrolo[1,2-b]pyrazol]-4'-amine (trifluoroacetate) FC(C(=O)O)(F)F.NC1=NC=CC(=C1Cl)SC1=CC=C(N=N1)N1CCC2([C@@H](C=3N(N=CC3)C2)N)CC1